CC1(CN(C1)C(=O)OCC1=C(C=NN1C)C1=CC=C(C(=N1)C)OC1CCCCC1)C (1S,3S)-3-[(6-{5-[(3,3-Dimethylazetidin-1-carbonyloxy)methyl]-1-methyl-1H-pyrazol-4-yl}-2-methylpyridin-3-yl)oxy]cyclohexan